5-(bromomethyl)-5-(4-fluorophenyl)-3-methylenedihydrofuran-2(3H)-one BrCC1(CC(C(O1)=O)=C)C1=CC=C(C=C1)F